NC(CO)(CO)C#CC=1N=NN(C1)CCCCCCCCCC 2-amino-2-((1-decyl-1H-1,2,3-triazol-4-yl)ethynyl)propane-1,3-diol